1-N-BOC-piperazine-2-carboxylic acid methyl ester CC(C)(C)OC(=O)N1CCNCC1C(=O)OC